5-bromo-4-methoxy-1-methylpyridin-2(1H)-one BrC=1C(=CC(N(C1)C)=O)OC